N-(5-(3-benzyl-1-((1r,4r)-4-((5-cyanopyridin-2-yl)amino)cyclohexyl)ureido)-2-((2-(dimethylamino)ethyl)(methyl)amino)phenyl)acrylamide C(C1=CC=CC=C1)NC(N(C1CCC(CC1)NC1=NC=C(C=C1)C#N)C=1C=CC(=C(C1)NC(C=C)=O)N(C)CCN(C)C)=O